CC=1C=C(C=CC1N1CCC(CC1)C)NC1CC(C1)C(=O)OC methyl 3-((3-methyl-4-(4-methylpiperidin-1-yl)phenyl)amino)cyclobutane-1-carboxylate